1-[3-acetyl-6-[6-[(1,1-dioxo-1,2-thiazolidine-2-yl)methyl]benzimidazol-1-yl]-2-pyridinyl]-5-methyl-pyrazole-3-carbonitrile C(C)(=O)C=1C(=NC(=CC1)N1C=NC2=C1C=C(C=C2)CN2S(CCC2)(=O)=O)N2N=C(C=C2C)C#N